4-cyano-4'-amyl-terphenyl C(#N)C1=CC=C(C=C1)C=1C(=CC(=CC1)CCCCC)C1=CC=CC=C1